C1([C@H](O)[C@@H](O)[C@H](O)[C@H](O1)CO)OC([C@@H](N)C(CC(=O)[O-])C(C)(C)C)=O glucosyl-3-tert-butylglutamate